((2R,3S,4S,5R)-3,4,5-trihydroxy-6-methoxytetrahydro-2H-pyran-2-yl)methyl (E)-3-(3,4-bis(allyloxy)phenyl)acrylate C(C=C)OC=1C=C(C=CC1OCC=C)/C=C/C(=O)OC[C@H]1OC([C@@H]([C@H]([C@@H]1O)O)O)OC